N,N'-Dimethyl-L-cystine bis(dimethylamide) CN(C([C@H](CSSC[C@@H](C(=O)N(C)C)NC)NC)=O)C